tert-butyl((2-bromo-5-(hydroxymethyl)benzyl)sulfonyl)(2-((tert-butyldiphenylsilyl)oxy)ethyl)carbamate C(C)(C)(C)OC(N(CCO[Si](C1=CC=CC=C1)(C1=CC=CC=C1)C(C)(C)C)S(=O)(=O)CC1=C(C=CC(=C1)CO)Br)=O